4-(8-(1-(but-2-ynyl)pyrrolidin-2-yl)quinazolin-6-yl)-2,3-difluoro-N-(pyridin-2-yl)benzamide C(C#CC)N1C(CCC1)C=1C=C(C=C2C=NC=NC12)C1=C(C(=C(C(=O)NC2=NC=CC=C2)C=C1)F)F